(R)-N-(2-methyl-1-((3-methylpyridin-2-yl)oxy)propan-2-yl)-2-(pyrrolidin-2-yl)acetamide CC(COC1=NC=CC=C1C)(C)NC(C[C@@H]1NCCC1)=O